Cl.NCC1=C(C=CC=C1)C1=NNC(C2=CC(=C(C=C12)OC)OC)=O 4-(aminomethylphenyl)-6,7-dimethoxyphthalazin-1(2H)-one hydrochloride